2-(Cyclopentyl(methyl)amino)-5-(N,N-dimethylsulfamoyl)-N-(5-ethylthiazol-2-yl)nicotinamide C1(CCCC1)N(C1=C(C(=O)NC=2SC(=CN2)CC)C=C(C=N1)S(N(C)C)(=O)=O)C